8-(5-amino-2-(difluoromethyl)phenyl)-2',3',5',6'-tetrahydro-3H-spiro[benzo[b][1,4]oxazepin-2,4'-pyran]-4(5H)-one NC=1C=CC(=C(C1)C=1C=CC2=C(OC3(CCOCC3)CC(N2)=O)C1)C(F)F